Bis(prop-2-enyl) 2-[(1,3-thiazol-2-ylamino)methylidene]propanedioate S1C(=NC=C1)NC=C(C(=O)OCC=C)C(=O)OCC=C